2,3-dichloro-alpha-methylbenzylamine ClC1=C(C(C)N)C=CC=C1Cl